CN1N=CC(=C1)C1(CC1)NC(C1=CC=CC=C1)=O N-[1-(1-methylpyrazol-4-yl)cyclopropyl]Benzamide